dimethoxytriphenylchloromethane COC=1C(=C(C=CC1)C(Cl)(C1=CC=CC=C1)C1=CC=CC=C1)OC